4-(6-chloro-3-methyl-pyrazolo[1,5-a]pyrazin-4-yl)-3,6-dihydro-2H-pyridine-1-carboxylic acid tert-butyl ester C(C)(C)(C)OC(=O)N1CCC(=CC1)C=1C=2N(C=C(N1)Cl)N=CC2C